FC(C1(C(N)C=CC=C1C)C)(F)F 2-trifluoromethylxylidin